COC=1C=C(OC(C(=O)O)(C)C)C=CC1C(NC=1OC(=NN1)C=1SC=CC1)=O 2-(3-methoxy-4-((5-(thiophen-2-yl)-1,3,4-oxadiazol-2-yl)carbamoyl)phenoxy)-2-methyl-propanoic acid